CC(CC(C)C)C(C)O[Si](OCC)(OCC)C 1,3-dimethylbutylmethyl-triethoxysilane